1-(3-Bromo-4-methoxy-phenyl)sulfonyl-4-(2-phenylethyl)piperidine BrC=1C=C(C=CC1OC)S(=O)(=O)N1CCC(CC1)CCC1=CC=CC=C1